C1=CC=CC=2[C@@]34C=CCC[C@H]3[C@@H](CC12)NCC4 Morphinanen